C(=O)(OC(C)(C)C)NCCCCCCCCN boc-octylenediamine